tris(1,2-dichloro-2-propyl) phosphate P(=O)(OC(CCl)(C)Cl)(OC(CCl)(C)Cl)OC(CCl)(C)Cl